2,3-bis(methoxycarbonyl)pyridine 1-oxide COC(=O)C1=[N+](C=CC=C1C(=O)OC)[O-]